ClC=1C=NN(C(C1Cl)=O)[C@@H](C(=O)NC1=CC(=C(C=C1)C)S(NCC1=NC=CC=C1)(=O)=O)C |r| (rac)-2-(4,5-dichloro-6-oxopyridazin-1(6H)-yl)-N-(4-methyl-3-(N-(pyridin-2-ylmethyl)sulfamoyl)phenyl)propanamide